6-[5-[(1S)-1-[[6-chloro-8-(trifluoromethyl)quinazolin-4-yl]-methyl-amino]ethyl]-1,2,4-triazol-1-yl]pyridine-3-carbothioamide ClC=1C=C2C(=NC=NC2=C(C1)C(F)(F)F)N([C@@H](C)C1=NC=NN1C1=CC=C(C=N1)C(N)=S)C